F[C@@H]1[C@H](CNCC1)NC1=NC(=CN=C1)C1=CN=C2N1C=CC(=C2)OC(C)C N-[(3S,4S)-4-fluoro-3-piperidyl]-6-(7-isopropoxyimidazo[1,2-a]pyridin-3-yl)pyrazin-2-amine